8-benzylthio-2,6-difluorobenzyl-6,8-dihydro-7H-[1,3]dioxolo[4,5-h]imidazo[4,5-c]quinolin-7-one C(C1=CC=CC=C1)SN1C(NC=2C=NC3=C4C(=CC=C3C21)OC(O4)CC4=C(C=CC=C4F)F)=O